(S)-4-(2-(4-(3-(4-cyano-3-(trifluoromethyl)phenyl)-5,5-dimethyl-4-oxo-2-thioxoimidazolidin-1-yl)-2-ethylphenoxy)ethyl)-3-methylpiperazine-1-carboxylic acid tert-butyl ester C(C)(C)(C)OC(=O)N1C[C@@H](N(CC1)CCOC1=C(C=C(C=C1)N1C(N(C(C1(C)C)=O)C1=CC(=C(C=C1)C#N)C(F)(F)F)=S)CC)C